2,5-diaminobenzamide NC1=C(C(=O)N)C=C(C=C1)N